N-((1R,2S)-2-(Dimethylamino)cyclopentyl)-5-(2-methyl-4-phenoxyphenyl)-4-oxo-4,5-dihydro-3H-1-thia-3,5,8-triazaacenaphthylene-2-carboxamide CN([C@@H]1[C@@H](CCC1)NC(=O)C=1SC=2N=CC=C3N(C(NC1C23)=O)C2=C(C=C(C=C2)OC2=CC=CC=C2)C)C